CC1=CC(=NO1)NC1=NC(=NC=C1)[S] [4-[(5-methylisoxazol-3-yl)amino]Pyrimidin-2-yl]Sulfur